C(=O)C1CCC(CC1)N1N=C2C=C(C(=CC2=C1)NC(=O)C=1C=NC=C(C1)C)OC N-[2-(4-formylcyclohexyl)-6-methoxy-indazol-5-yl]-5-methyl-pyridine-3-carboxamide